tert-butyl 4-(5-(2-methylimidazo[1,2-a]pyrazine-6-carboxamido)pyridin-2-yl)piperazine-1-carboxylate CC=1N=C2N(C=C(N=C2)C(=O)NC=2C=CC(=NC2)N2CCN(CC2)C(=O)OC(C)(C)C)C1